C(CCCCCCCCCCC)CCCCCCCCCCCCP(O)(O)=O.[Nd] neodymium dodecyl-(dodecylphosphonic acid)